C(C)C(P([O-])[O-])CC.O=C([C@H](O)[C@@H](O)[C@H](O)[C@H](O)CO)[O-].[Gd+3] gadolinium gluconate DIETHYL-METHYLPHOSPHONITE